ClC1=NC2=C(C=3CCNCC13)C=CC(=C2)Cl 5,8-Dichloro-1,2,3,4-tetrahydrobenzo[c][2,7]naphthyridine